C(C)(=O)O[C@@H]1C2(CC[C@@H](C1)C2(C)C)C (2S,4S)-1,7,7-trimethylbicyclo[2.2.1]heptan-2-yl acetate